(Z)-2-((1-acetyl-3-oxoindolin-2-ylidene)methyl)-[4,8'-biquinoline]-6-carboxylic acid C(C)(=O)N1\C(\C(C2=CC=CC=C12)=O)=C/C1=NC2=CC=C(C=C2C(=C1)C=1C=CC=C2C=CC=NC12)C(=O)O